5-benzyl-2,2-dimethyl-cyclopentanone C(C1=CC=CC=C1)C1CCC(C1=O)(C)C